PIPERIDIN-1-CARBOXAMIDE N1(CCCCC1)C(=O)N